3-(2-acetoxyethyl)-1,1-dimethyl-2-methylene-2,3-dihydro-1H-benzo[e]indole-7-sulfonate C(C)(=O)OCCN1C(C(C=2C3=C(C=CC12)C=C(C=C3)S(=O)(=O)[O-])(C)C)=C